FC(C1=NC(=NC(=N1)C(F)(F)F)N1[C@H](C=2NC3=CC=C(C=C3C2CC1)Cl)C[C@@H]1C(NCCC1)=O)(F)F (3R)-3-({(1S)-2-[4,6-bis(trifluoromethyl)-1,3,5-triazin-2-yl]-6-chloro-2,3,4,9-tetrahydro-1H-pyrido[3,4-b]indol-1-yl}methyl)piperidin-2-one